BrC=1C=C(C2=CC(N=C2C1)C)Cl 6-bromo-4-chloro-2-methyl-2H-indole